2-({3'-[(benzyloxy)carbonyl]-[1,1'-biphenyl]-4-yl}oxy)acetic acid C(C1=CC=CC=C1)OC(=O)C=1C=C(C=CC1)C1=CC=C(C=C1)OCC(=O)O